1,1-bis(4-hydroxyphenyl)-n-tetradecane OC1=CC=C(C=C1)C(CCCCCCCCCCCCC)C1=CC=C(C=C1)O